3-(3-(3-(((2-(4-(3,5-dimethylisoxazol-4-yl)phenyl)cyclopropyl)amino)methyl)azetidin-1-yl)propyl)-N-hydroxybenzamide TFA Salt OC(=O)C(F)(F)F.CC1=NOC(=C1C1=CC=C(C=C1)C1C(C1)NCC1CN(C1)CCCC=1C=C(C(=O)NO)C=CC1)C